N-(ethoxycarbonyl)methyl-N-(ethoxycarbonyl)methyl-3-aminopropyl-methyldiethoxysilane C(C)OC(=O)CN(CCC[Si](OCC)(OCC)C)CC(=O)OCC